1-(2-chloro-4-(4,4,5,5-tetramethyl-1,3,2-dioxaborolan-2-yl)phenyl)-3-methyl-1,3-dihydro-2H-imidazol-2-one ClC1=C(C=CC(=C1)B1OC(C(O1)(C)C)(C)C)N1C(N(C=C1)C)=O